CC1=C(C(=C(C1([Hf](C1(C=CC2=CC=3CC(CC3C=C12)(CC)CC)CCCCC)(C)C)C)C)C)C Pentamethylcyclopentadienyl-dimethyl-(1-pentyl-6,6-diethyl-1,5,6,7-tetrahydro-s-indacenyl)hafnium